tert-butyl (S)-2-(4-aminobenzyl)morpholine-4-carboxylate NC1=CC=C(C[C@H]2CN(CCO2)C(=O)OC(C)(C)C)C=C1